C(C(=O)[C@H](C(=O)[O-])O)OP(=O)([O-])[O-] The molecule is a hydroxy monocarboxylic acid anion obtained by deprotonation of the carboxy and phosphate OH groups of (R)-2-hydroxy-3-oxo-4-(phosphonooxy)butanoic acid; major species at pH 7.3. It is a hydroxy monocarboxylic acid anion, an organophosphate oxoanion and a 3-oxo monocarboxylic acid anion. It is a conjugate base of a (R)-2-hydroxy-3-oxo-4-(phosphonooxy)butanoic acid. It is an enantiomer of a (S)-2-hydroxy-3-oxo-4-(phosphonatooxy)butanoate(3-).